tert-butyl (3S,4S)-3-(((tert-butyldimethylsilyl)oxy)methyl)-4-hydroxypyrrolidine-1-carboxylate [Si](C)(C)(C(C)(C)C)OC[C@@H]1CN(C[C@H]1O)C(=O)OC(C)(C)C